1-hydroxyethyl-2,2,6,6-Tetramethyl-4-hydroxypiperidine OC(C)N1C(CC(CC1(C)C)O)(C)C